C(C)(C)(C)OC(=O)N1CC2=C(SC=3N=CN=C(C32)Cl)C1 4-chloro-5H-pyrrolo[3',4':4,5]thieno[2,3-d]pyrimidine-6(7H)-carboxylic acid tert-butyl ester